ClC=1C=C2C=CN(C(C2=CC1)=O)CC(=O)O 2-(6-chloro-1-oxoisoquinolin-2(1H)-yl)acetic acid